CC1=NN2C(CN(C3=CC=CC=C23)C)=N1 2,5-dimethyl-4,5-dihydro-[1,2,4]triazolo[1,5-a]quinoxalin